(+/-)-3,7-dimethyl-6-octenal CC(CCC=C(C)C)CC=O